tert-butyl (4-(4-(((3R,4R)-1-(2-cyanoacetyl)-4-methylpiperidin-3-yl)(methyl)amino)-7H-pyrrolo[2,3-d]pyrimidine-7-carboxamido)butyl)carbamate C(#N)CC(=O)N1C[C@@H]([C@@H](CC1)C)N(C=1C2=C(N=CN1)N(C=C2)C(=O)NCCCCNC(OC(C)(C)C)=O)C